(E)-1-(2-Hydroxy-4-methoxy-6-propan-2-yloxyphenyl)-3-phenylprop-2-en-1-one OC1=C(C(=CC(=C1)OC)OC(C)C)C(\C=C\C1=CC=CC=C1)=O